C(C)(C)(C)OC(CC(CC[C@@H](C)O[C@@H]1O[C@H]([C@@H](C[C@H]1O)O[Si](C1=CC=CC=C1)(C1=CC=CC=C1)C(C)(C)C)C)O)=O (6R)-6-(((2R,3R,5R,6s)-5-((tert-butyldiphenylsilyl)oxy)-3-hydroxy-6-methyltetrahydro-2H-pyran-2-yl)oxy)-3-hydroxyheptanoic acid tert-butyl ester